C1CCCC1 CycloPentan